1-Pentyl-1-ethylpiperidinium cyanid [C-]#N.C(CCCC)[N+]1(CCCCC1)CC